ClC=1C(=C(C=2C(=C(SN2)N2C[C@@H](CC2)NC(C=C)=O)C1)F)C1=CC(=CC2=CC=CC=C12)O N-((3R)-1-(5-chloro-7-fluoro-6-(3-hydroxy-1-naphthalenyl)-2,1-benzothiazol-3-yl)-3-pyrrolidinyl)-2-propenamide